NC(CC)[Si](OCCCC)(OCCCC)OCCCC 1-aminopropyl-tributoxysilane